FC=1C=CC=C2C(=NNC12)C(=O)NC1CCN(CC1)C 7-fluoro-N-(1-methylpiperidin-4-yl)-1H-indazole-3-carboxamide